1-(4-{3-[(1r,3R,5S,7r)-3,5-dimethyladamantan-1-yl]ureido}-3-fluorobenzoyl)piperidine-3-Formamide C[C@]12CC3(CC(C[C@@](C1)(C3)C)C2)NC(NC2=C(C=C(C(=O)N3CC(CCC3)C(=O)N)C=C2)F)=O